ClC=1C(=CC2=C(N(C[C@H](N(S2(=O)=O)C)C2CCCCC2)C2=CC=CC=C2)C1)C=1C=C(C(=O)O)C=C(C1)C(F)(F)F (R)-3-(7-chloro-3-cyclohexyl-2-methyl-1,1-dioxido-5-phenyl-2,3,4,5-tetrahydrobenzo[f][1,2,5]thiadiazepin-8-yl)-5-(trifluoromethyl)benzoic acid